N-(5-bromo-2-methoxypyridin-3-yl)-2,6-Difluorobenzenesulfonamide BrC=1C=C(C(=NC1)OC)NS(=O)(=O)C1=C(C=CC=C1F)F